C(#N)C(C(=O)O)=CC1=CC(=CC=C1)O alpha-cyano-3-hydroxycinnamic acid